1-(5-{[(1R,3s,5S)-8-Azabicyclo[3.2.1]octan-3-yl](methyl)amino}[1,3]thiazolo[5,4-d][1,3]thiazol-2-yl)-4-bromopyridin-2(1H)-on [C@H]12CC(C[C@H](CC1)N2)N(C=2SC1=C(N2)SC(=N1)N1C(C=C(C=C1)Br)=O)C